4-chloro-3-(trifluoromethoxy)-N-[(3S,6R)-6-{5-[2-(trifluoromethoxy)ethoxy]-1,3,4-oxadiazol-2-yl}piperidin-3-yl]benzamide ClC1=C(C=C(C(=O)N[C@@H]2CN[C@H](CC2)C=2OC(=NN2)OCCOC(F)(F)F)C=C1)OC(F)(F)F